NCCOC=1C(N(C2=CC=C(C=C2C1)NC1=CC(=NC=2N1N=CN2)N2C[C@@H](N[C@@H](C2)C)C)C)=O 3-(2-aminoethoxy)-6-((5-((3s,5r)-3,5-dimethylpiperazin-1-yl)-[1,2,4]triazolo[1,5-a]pyrimidin-7-yl)amino)-1-methylquinolin-2(1H)-one